3-Acryloxy-propyltris(methoxyethoxy)silan C(C=C)(=O)OCCC[Si](OCCOC)(OCCOC)OCCOC